FC1=C(C(=O)OC)C=CC(=C1)N1N=CC(=C1)C(F)(F)F methyl 2-fluoro-4-[4-(trifluoromethyl)pyrazol-1-yl]benzoate